6-hydroxy-2-methyl-benzamide OC1=CC=CC(=C1C(=O)N)C